C(C)OC1=CC(NCC1)=O 4-ethoxy-5,6-dihydropyridin-2(1H)-one